(R)-2-(4-isopropyl-5-(8-methoxy-[1,2,4]triazolo[1,5-a]pyridin-6-yl)-1H-pyrazol-3-yl)-5-(2-methyl-4-(pent-3-yl)piperazin-1-yl)thiazole C(C)(C)C=1C(=NNC1C=1C=C(C=2N(C1)N=CN2)OC)C=2SC(=CN2)N2[C@@H](CN(CC2)C(CC)CC)C